O=C1NC(CCC1N1C(N(C2=C1C=CC(=C2)C2CCN(CC2)C(=O)C2CCN(CC2)C(=O)OC(C)(C)C)C)=O)=O Tert-butyl 4-[4-[1-(2,6-dioxo-3-piperidyl) 3-methyl 2-oxo benzimidazol-5-yl]piperidine-1-carbonyl]piperidine-1-carboxylate